[(E-(1,3-dimethyl-5-phenoxypyrazol-4-yl) methylideneamino) oxymethyl] benzoate C(C1=CC=CC=C1)(=O)OCO/N=C/C=1C(=NN(C1OC1=CC=CC=C1)C)C